L-prolyl-L-threonine N1[C@@H](CCC1)C(=O)N[C@@H]([C@H](O)C)C(=O)O